5-azabicyclo[2.2.1]heptane-2-carboxylate C12C(CC(NC1)C2)C(=O)[O-]